1-(2-(dimethylamino)ethyl)-3-(4-(1-(4-(furan-2-yl)phenyl)-1H-benzo[d]imidazol-6-yl)phenyl)urea CN(CCNC(=O)NC1=CC=C(C=C1)C=1C=CC2=C(N(C=N2)C2=CC=C(C=C2)C=2OC=CC2)C1)C